[C@@H]1(C[C@](O)([C@@H](CO)O1)C(C(=O)O)(CC(=O)O)CC1=CC(=C(C(=C1)OCCCCCCCCCCCCCCCCCC)OCCCCCCCCCCCCCCCCCC)OCCCCCCCCCCCCCCCCCC)N1C(=O)NC(=O)C(C)=C1.ClC=1C=C2C=C(N=CC2=C(N1)Cl)NC(C)=O N-(6,8-dichloro-2,7-naphthyridin-3-yl)acetamide deoxythymidine-3'-yl-[3,4,5-tri(octadecyloxy)benzyl]succinate